COC1=CC=C(CN(C=2N=CN(C(C2C(=O)OC)=O)C2=C(C=C(C=C2[N+](=O)[O-])C(F)F)Cl)CC2=CC=C(C=C2)OC)C=C1 methyl 4-(bis(4-methoxybenzyl)amino)-1-(2-chloro-4-(difluoromethyl)-6-nitrophenyl)-6-oxo-1,6-dihydropyrimidine-5-carboxylate